[Cl-].O1N=[NH+]C=C1 1,2,3-oxadiazol-3-ium chloride